4,4-dichlorobenzoic acid isopropyl ester C(C)(C)OC(C1=CCC(C=C1)(Cl)Cl)=O